N-(carboxymethyl)-N-[3-[(carboxymethyl)amino]propyl]-β-Alanine C(=O)(O)CN(CCC(=O)O)CCCNCC(=O)O